2-tert-butyl-9,10-di(naphthalen-2-yl)anthracene Ethyl-(E)-3-(8-fluoroisoquinolin-6-yl)acrylate C(C)OC(\C=C\C=1C=C2C=CN=CC2=C(C1)F)=O.C(C)(C)(C)C1=CC2=C(C3=CC=CC=C3C(=C2C=C1)C1=CC2=CC=CC=C2C=C1)C1=CC2=CC=CC=C2C=C1